5,5-difluoro-1-(6-fluoropyridin-3-yl)-3-(trifluoromethyl)-4,5,6,7-tetrahydro-1H-indol-4-ol FC1(C(C=2C(=CN(C2CC1)C=1C=NC(=CC1)F)C(F)(F)F)O)F